3-amino-N-[2-[(2R)-2-methylpyrrolidin-1-yl]ethyl]-5-(trifluoromethyl)benzamide NC=1C=C(C(=O)NCCN2[C@@H](CCC2)C)C=C(C1)C(F)(F)F